C1(CCC1)NC1=NC=CC(=C1)OC1=CC(=C(C=C1)NC(OC(C)(C)C)=O)F T-Butyl N-[4-[[2-(cycloButylamino)-4-pyridyl]oxy]-2-fluoro-phenyl]carbamate